C(C)N(C(CC1=CN(C2=CC=CC=C12)C(=O)OC(C)(C)C)=O)CC tert-Butyl 3-(2-(diethylamino)-2-oxoethyl)-1H-indole-1-carboxylate